2-(2-((5-(4-aminoquinazolin-6-yl)-1-isopropyl-1H-indazol-3-yl)methoxy)phenyl)acetic acid NC1=NC=NC2=CC=C(C=C12)C=1C=C2C(=NN(C2=CC1)C(C)C)COC1=C(C=CC=C1)CC(=O)O